ClC1=NC(=CC(=C1)CO)OC (2-chloro-6-methoxypyridin-4-yl)methanol